C(C)OC=1C=C(N)C=C(C1)B1OC(C(O1)(C)C)(C)C 3-ethoxy-5-(4,4,5,5-tetramethyl-1,3,2-dioxaborolan-2-yl)aniline